NC=1N=CC(=NC1OC(C)C1=C(C(=CC=C1F)F)Cl)C=1C=C(C=CC1)C(=O)N1C[C@H](N[C@H](C1)C)C (3-{5-amino-6-[1-(2-chloro-3,6-difluoro-phenyl)-ethoxy]-pyrazin-2-yl}-phenyl)-((3r,5s)-3,5-dimethyl-piperazin-1-yl)-methanone